N[C@H](C(=O)NC1=CC=C(C=C1)C(C(F)(F)F)NC(C)(C)C)CC1=CC=CC=C1 (2S)-2-amino-N-(4-(1-(tert-butylamino)-2,2,2-trifluoroethyl)phenyl)-3-phenylpropionamide